propanoic acid oxime C(CC)(O)=NO